methyl 5-fluoro-2-((4-fluoro-2-methyl-phenyl)amino)-4-methylbenzoate FC=1C(=CC(=C(C(=O)OC)C1)NC1=C(C=C(C=C1)F)C)C